ClC=1C=C(C=C2C(=CNC12)C=1CNCCC1)OC 7-chloro-5-methoxy-3-(1,2,5,6-tetrahydropyridin-3-yl)-1H-indole